C(CCCCCCCCCCCCCCCCCCCC)C1=C2C(=NNC(C2=CC=C1)=O)CCCCCCCCCCF heneicosyl-fluorodecyl-phthalazinone